[N+](=O)([O-])C1=C2C=CC=NC2=C(C(=C1)C1NCCC2=C1C=CS2)O 5-Nitro-7-(4,5,6,7-tetrahydrothieno[3,2-c]pyridin-4-yl)chinolin-8-ol